ClC1=CC=CC=2C(N([C@H]3C=4N([C@@H](C21)C3)C3=C(N4)C=CC(=C3)OC(C)(F)F)C([2H])([2H])[2H])=O (7R,14R)-1-chloro-11-(1,1-difluoroethoxy)-6-(methyl-d3)-6,7-dihydro-7,14-methanobenzo[f]benzo[4,5]imidazo[1,2-a][1,4]diazocin-5(14H)-one